propylenediamine iodine [I].C(C(C)N)N